(3S,5R)-5-(2,3-dichloro-6-(methoxymethoxy)phenyl)pyrrolidine-1,3-dicarboxylic acid 1-(tert-butyl) 3-methyl ester COC(=O)[C@@H]1CN([C@H](C1)C1=C(C(=CC=C1OCOC)Cl)Cl)C(=O)OC(C)(C)C